C(C)(=O)OCC[Si](OC)(OC)OC β-acetoxyethyltrimethoxysilane